6-amino-2-[3,5-dichloro-4-[(3,3-dimethyl-2-oxo-1H-indol-5-yl)oxy]phenyl]-4H-1,2,4-triazine-3,5-dione NC=1C(NC(N(N1)C1=CC(=C(C(=C1)Cl)OC=1C=C2C(C(NC2=CC1)=O)(C)C)Cl)=O)=O